(R)-2-amino-6-fluoro-N-(4-(2-methyl-4-(oxetan-3-yl)piperazin-1-yl)pyridin-3-yl)pyrazolo[1,5-a]pyrimidine-3-carboxamide NC1=NN2C(N=CC(=C2)F)=C1C(=O)NC=1C=NC=CC1N1[C@@H](CN(CC1)C1COC1)C